C(=O)(OCC1C2=CC=CC=C2C2=CC=CC=C12)NO N-Fmoc-Hydroxylamine